C(#N)CN1[C@H](CN(CC1)C(=O)OC(C)(C)C)C tert-butyl (S)-4-(cyanomethyl)-3-methylpiperazine-1-carboxylate